Benzyl (benzofuran-2-ylsulfonyl)-L-prolinate O1C(=CC2=C1C=CC=C2)S(=O)(=O)N2[C@@H](CCC2)C(=O)OCC2=CC=CC=C2